FC1=C(C(=C(C(=C1)F)F)F)O 2,4,5,6-tetrafluorophenol